C(C)(C)C(C(=O)O)=CC 2-Isopropyl-2-butenoic acid